CC(CO)(CNC1=C2C(=NC(=C1)NC)C=C(S2)C2=CC=NN2)C (2s)-2,2-dimethyl-3-(5-(methylamino)-2-(1H-pyrazol-5-yl)thieno[3,2-b]pyridin-7-ylamino)-1-propanol